N-hydroxy-N-(4-(phenylamino)benzyl)pivalamide ON(C(C(C)(C)C)=O)CC1=CC=C(C=C1)NC1=CC=CC=C1